4-((4-(4-amino-3-(4-phenoxyphenyl)-1H-pyrazolo[3,4-d]pyrimidin-1-yl)-[1,4'-bipiperidin]-1'-yl)methyl)piperidine-1-carboxylic acid tert-butyl ester C(C)(C)(C)OC(=O)N1CCC(CC1)CN1CCC(CC1)N1CCC(CC1)N1N=C(C=2C1=NC=NC2N)C2=CC=C(C=C2)OC2=CC=CC=C2